N,N'-di-[2-(1-propanesulfonyloxy)phenyl]urea C(CC)S(=O)(=O)OC1=C(C=CC=C1)NC(=O)NC1=C(C=CC=C1)OS(=O)(=O)CCC